[O+]1(N=CC=N1)[O-] [1,2,5]Oxadiazole 1-oxide